2-amino-6-(spiro[2.5]octan-7-ylmethyl)-4-(trifluoromethyl)-7H-pyrrolo[3,4-d]pyrimidin-5-one NC=1N=C(C2=C(N1)CN(C2=O)CC2CCCC1(CC1)C2)C(F)(F)F